FC=1C=C(C=CC1)C1=NC2=C(N1)C=CC(=C2)NC(C2=CC=CC=C2)=O N-[2-(3-fluorophenyl)-1H-1,3-benzodiazol-5-yl]benzamide